(5R,8R)-N-(2-chloro-3-(trifluoromethyl)benzyl)-5-fluoro-8-hydroxy-5,6,7,8-tetrahydroquinoline-5-carboxamide ClC1=C(CNC(=O)[C@@]2(C=3C=CC=NC3[C@@H](CC2)O)F)C=CC=C1C(F)(F)F